lithium difluoroborate (oxalate) C(C(=O)O)(=O)[O-].B(O)(F)F.[Li+]